4-nitro-1-{[2-(trimethylsilyl)ethoxy]methyl}-1H-pyrrolo[2,3-b]pyridine [N+](=O)([O-])C1=C2C(=NC=C1)N(C=C2)COCC[Si](C)(C)C